ClC=1C=C2CCN([C@H](C2=C(C1)Cl)C)C(=O)[C@H]1CNCCO1 ((S)-6,8-dichloro-1-methyl-3,4-dihydroisoquinolin-2(1H)-yl)((R)-morpholin-2-yl)methanone